C1(CC1)C1=NC=NC(=C1C=1N=CC2=C(N1)N(C(C=C2)=O)CC2=CC=C(C=C2)C=2N(C=C(N2)C(F)(F)F)C)OC 2-(4-cyclopropyl-6-methoxypyrimidin-5-yl)-8-({4-[1-methyl-4-(trifluoromethyl)imidazol-2-yl]phenyl}methyl)pyrido[2,3-d]pyrimidin-7-one